C.[I].[I] diiodine methane